2-(5-(cyclopropylmethyl)-4-(3-fluoro-4-sulfamoylbenzyl)-3-(3-(3-(5-methylthiophen-2-yl)cyclobutyl)phenyl)-1H-pyrazol-1-yl)thiazole-4-carboxylic acid C1(CC1)CC1=C(C(=NN1C=1SC=C(N1)C(=O)O)C1=CC(=CC=C1)C1CC(C1)C=1SC(=CC1)C)CC1=CC(=C(C=C1)S(N)(=O)=O)F